2-[(2,2-dimethylpyrrolidine-1-carbonyl)amino]-4-[2-phenoxyethyl-[4-(5,6,7,8-tetrahydro-1,8-naphthyridin-2-yl)butyl]amino]butanoic acid CC1(N(CCC1)C(=O)NC(C(=O)O)CCN(CCCCC1=NC=2NCCCC2C=C1)CCOC1=CC=CC=C1)C